COC(C1=CC(=C(C=C1)OC)CC=1C(=NC(=NC1C)N)O)=O 3-((2-amino-4-hydroxy-6-methylpyrimidin-5-yl)methyl)-4-methoxybenzoic acid methyl ester